C(C1=CC(C(=O)[O-])=CC(C(=O)[O-])=C1)(=O)[O-].[Cu+2].C(C1=CC(C(=O)[O-])=CC(C(=O)[O-])=C1)(=O)[O-].[Cu+2].[Cu+2] Copper trimesate